FC=1C=NC(=NC1)C=1C=C(C=CC1CO)C12CC(CC(N1C(=O)N)C2)C (3-(5-fluoropyrimidin-2-yl)-4-(hydroxymethyl)phenyl)-3-methyl-6-azabicyclo[3.1.1]heptane-6-carboxamide